C(#N)C1=CC(=CC=2N=C(OC21)C=2C(=C(C=CC2)C2=C(C(=CC=C2)C=2SC=1CNCCC1N2)C)C)CN2CC(CC2)C(=O)O (7-cyano-2-(2,2'-dimethyl-3'-(4,5,6,7-tetrahydrothiazolo[5,4-c]pyridin-2-yl)biphenyl-3-yl)benzo[d]oxazol-5-yl-methyl)pyrrolidine-3-carboxylic acid